4-(1-(4-aminophenyl)-2-[4-(dimethylamino)phenyl]vinyl)aniline NC1=CC=C(C=C1)C(=CC1=CC=C(C=C1)N(C)C)C1=CC=C(N)C=C1